CC([O-])C.CC([O-])C.C(C)CC(CC(=O)[O-])=O.C(C)CC(CC(=O)[O-])=O.[Zr+4] zirconium bis(ethylacetoacetate) diisopropoxide